C(CCC)C1=NC2(C(N1CC1=C(C(=CC=C1)C1=CC=CC=C1)C#N)=O)COCC2 (2-butyl-4-oxo-7-oxa-1,3-diazaspiro[4.4]non-1-en-3-yl)methyl-[1,1'-biphenyl]-2-carbonitrile